C(C1=CC=CC=C1)N1CC2CN(CC2C1)C1=CC=C(C=C1)OC 2-benzyl-5-(4-methoxyphenyl)octahydropyrrolo[3,4-c]pyrrole